COC1=CC=NC(=C1)C(F)(F)F 4-methoxy-6-(trifluoromethyl)pyridin